6-[4-amino-2-(difluoromethoxy)phenyl]-5-{3-fluoro-4-[(4-methylpyrimidin-2-yl)oxy]phenyl}-7-methyl-5H-pyrrolo[3,2-d]pyrimidine-amine NC1=CC(=C(C=C1)C1=C(C=2N=C(N=CC2N1C1=CC(=C(C=C1)OC1=NC=CC(=N1)C)F)N)C)OC(F)F